(1S,3S)-3-((2-cyclopropyl-6-(5-(((((R)-1-cyclopropylethyl)(methyl)carbamoyl)oxy)methyl)-1-methyl-1H-1,2,3-triazol-4-yl)pyridin-3-yl)oxy)cyclohexane-1-carboxylic acid C1(CC1)C1=NC(=CC=C1O[C@@H]1C[C@H](CCC1)C(=O)O)C=1N=NN(C1COC(N(C)[C@H](C)C1CC1)=O)C